CC1=NOC(=N1)C1=C(C(=CC=C1)[N+](=O)[O-])N[C@H](CCCCNC(OC(C)(C)C)=O)C tert-butyl (S)-(5-((2-(3-methyl-1,2,4-oxadiazol-5-yl)-6-nitrophenyl)amino)hexyl)carbamate